COC=1C=C(C=CC1OC)[C@@H](C)NC(\C=C\C1=CNC2=NC=C(C=C21)C2=CC=C(C=C2)C2CCN(CC2)C)=O (R,E)-N-(1-(3,4-dimethoxyphenyl)ethyl)-3-(5-(4-(1-methylpiperidin-4-yl)phenyl)-1H-pyrrolo[2,3-b]pyridin-3-yl)acrylamide